N-(1,1-dioxidobenzo[b]thiophen-6-yl)-2-(4-(trifluoromethyl)phenyl)acrylamide O=S1(C2=C(C=C1)C=CC(=C2)NC(C(=C)C2=CC=C(C=C2)C(F)(F)F)=O)=O